C(C1=CC=CC=C1)=NCCCCCCN=CC1=CC=CC=C1 N,N'-Dibenzyliden-1,6-hexan-diamin